S1C=NC2=C1C=C(C=C2)C2=C(N=C(S2)N)C2=CC(=C(C=C2)F)C 5-(benzo[d]thiazol-6-yl)-4-(4-fluoro-3-methylphenyl)thiazol-2-amine